N-(3-bromo-4-(1H-imidazol-1-yl)phenyl)-5-(3,5-dimethylisoxazol-4-yl)-2-methylaniline BrC=1C=C(C=CC1N1C=NC=C1)NC1=C(C=CC(=C1)C=1C(=NOC1C)C)C